4-((2-(fluoromethyl)-2H-tetrazol-5-yl)(phenyl)methyl)piperazine-1-carboxylic acid benzyl ester C(C1=CC=CC=C1)OC(=O)N1CCN(CC1)C(C1=CC=CC=C1)C=1N=NN(N1)CF